1-(2,3-dihydro-1,4-benzodioxine-5-carbonyl)-1H-pyrazol-5-amine O1CCOC2=C1C=CC=C2C(=O)N2N=CC=C2N